mono-stearyl itaconate C(C(=C)CC(=O)[O-])(=O)OCCCCCCCCCCCCCCCCCC